C(#C)C1=C2C(=CC(=CC2=CC=C1F)N)C1=C(C=2N=C(N=CC2C(=N1)N1[C@H](CC1)C)OC[C@]12CCCN2C[C@@H](C1)F)F 5-ethynyl-6-fluoro-4-(8-fluoro-2-(((2R,7aS)-2-fluorotetrahydro-1H-pyrrolizin-7a(5H)-yl)methoxy)-5-((S)-2-methylazetidin-1-yl)pyrido[4,3-d]pyrimidin-7-yl)naphthalen-2-amine